2-chloro-3-methyl-4-(4-methylpiperazin-1-yl)aniline ClC1=C(N)C=CC(=C1C)N1CCN(CC1)C